2-trifluoromethylphenyl-magnesium bromide FC(C1=C(C=CC=C1)[Mg]Br)(F)F